[(2R)-3-[3-(tert-butoxycarbonylamino)propanoyloxy]-2-tetradecanoyloxy-propyl] tetradecanoate C(CCCCCCCCCCCCC)(=O)OC[C@H](COC(CCNC(=O)OC(C)(C)C)=O)OC(CCCCCCCCCCCCC)=O